5-Amino-8-(2-furyl)-3-[2-[4-[4-(2-methoxyethoxy)phenyl]piperazin-1-yl]ethyl]-1-(2-methoxyethyl)-[1,2,4]triazolo[5,1-f]purin-2-one NN1C=NC(=C2N3C(N=C12)N(C(N3CCOC)=O)CCN3CCN(CC3)C3=CC=C(C=C3)OCCOC)C=3OC=CC3